(S)-1-[(4-{3-[(1r,3r,5S,7S)-3,5-dimethyladamantan-1-yl]ureido}-3-fluorophenyl)sulfonyl]-N-hydroxypiperidine-3-carboxamide C[C@]12CC3(CC(C[C@@](C1)(C3)C)C2)NC(NC2=C(C=C(C=C2)S(=O)(=O)N2C[C@H](CCC2)C(=O)NO)F)=O